6-AZAINDOL N1C=CC2=CC=NC=C12